COC[C@H]1C[C@@H](CN1C(C=C)=O)N1N=C(C(=C1NC)C(=O)N)C#CC1=C2C=NN(C2=CC=C1)C 1-[(3S,5R)-5-(methoxymethyl)-1-(prop-2-enoyl)pyrrolidin-3-yl]-5-(methylamino)-3-[2-(1-methylindazol-4-yl)ethynyl]pyrazole-4-carboxamide